1-dimethylethyl 13-amino-5,8,11-trioxa-2-azatridecanoate NCCOCCOCCOCCNC(=O)OC(C)(C)C